(4-(5-((4-amino-2-(pentan-2-yloxy)imidazo[2,1-f][1,2,4]triazin-7-yl)methyl)-3-methylpyridin-2-yl)piperazin-1-yl)-2-(methylamino)ethan-1-one NC1=NC(=NN2C1=NC=C2CC=2C=C(C(=NC2)N2CCN(CC2)C(CNC)=O)C)OC(C)CCC